N-(2-chloro-6-fluoro-3-nitrophenyl)isobutyramide tert-Butyl-7-(6-chloro-5-methylpyridin-2-yl)-2-azaspiro[3.5]non-6-ene-2-carboxylate C(C)(C)(C)OC(=O)N1CC2(C1)CC=C(CC2)C2=NC(=C(C=C2)C)Cl.ClC2=C(C(=CC=C2[N+](=O)[O-])F)NC(C(C)C)=O